COC=1C=C(C=NNC2=NC=NC3=C2N=CN=C3NC3=CC=C(C=C3)OC)C=CC1OC 8-(2-(3,4-dimethoxybenzylidene)hydrazineyl)-N-(4-methoxyphenyl)pyrimido[5,4-d]pyrimidin-4-amine